C(#N)C=C(C1=CC(=CC=C1)Br)B(O)O 2-cyano-1-(3-bromophenyl)vinylboronic acid